succinate calcium salt [Ca+2].C(CCC(=O)[O-])(=O)[O-]